CC(C(=O)N[C@@H](C(=O)O)C1=CC=CC=C1)(CC)C (R)-2-(2,2-dimethylbutanamido)-2-phenylacetic acid